4-[5-(pyridine-4-yl)-1H-1,2,4-triazole-3-yl]Pyridine-2-carbonitrile N1=CC=C(C=C1)C1=NC(=NN1)C1=CC(=NC=C1)C#N